CC1=[N+](C(=CC=C1)C)[O-] 2,6-dimethylpyridine-N-oxide